(±)-1-sec-butyl-4-{4-[4-(4-{[(2R*,4S*)-2-(2,4-dichlorophenyl)-2-(1,2,4-triazol-1-ylmethyl)-1,3-dioxolan-4-yl]methoxy}phenyl)-1-piperazinyl]phenyl}-4,5-dihydro-1,2,4-triazol-5-one [C@@H](C)(CC)N1N=CN(C1=O)C1=CC=C(C=C1)N1CCN(CC1)C1=CC=C(C=C1)OC[C@@H]1O[C@@](OC1)(CN1N=CN=C1)C1=C(C=C(C=C1)Cl)Cl |&1:0,o1:30,32|